N-(2-oxopyrrolidin-3-yl)-1H-pyrrolo[2,3-b]Pyridine-2-carboxamide O=C1NCCC1NC(=O)C1=CC=2C(=NC=CC2)N1